C(C1=CC=CC=C1)NC(CC1=NC=C(C=C1)C1=CC=C(C=C1)OCCCl)=O N-benzyl-2-(5-(4-(2-chloroethoxy)-phenyl)-pyridin-2-yl)-acetamide